NS(=O)(=O)C1=CC=C(C=C1)NC(CI)=O N-(4-(aminosulfonyl)phenyl)-2-iodoacetamide